C1(CCC1)[Bi](O[Bi](C1CCC1)(C1CCC1)(C1CCC1)O[Bi](C1CCC1)(C1CCC1)(C1CCC1)C1CCC1)(C1CCC1)(C1CCC1)C1CCC1 bis(tetracyclobutyl-λ5-bismuthanyloxy)(tricyclobutyl)-λ5-bismuthane